COC1=CC(=CC(=N1)N1N=CC(=C1)S(=O)(=O)NC=1C=CC=C2C=NN(C12)C)C(F)(F)F 1-(6-METHOXY-4-(TRIFLUOROMETHYL)PYRIDIN-2-YL)-N-(1-METHYL-1H-INDAZOL-7-YL)-1H-PYRAZOLE-4-SULFONAMIDE